[K+].COC(CC(=O)[O-])=O 3-methoxy-3-oxopropionic acid potassium salt